2-(3-(benzyloxy)piperidin-1-yl)aniline C(C1=CC=CC=C1)OC1CN(CCC1)C1=C(N)C=CC=C1